ClC=1C=C(C=CC1C)NC(CN(C1=CC(=CC=C1)[N+](=O)[O-])C)=O N-(3-chloro-4-methyl-phenyl)-2-[methyl-(3-nitro-phenyl)-amino]-acetamide